N,N,N-trimethylmethan-1-ylammonium C[N+](C)(C)C